O[C@H]1C[C@H]2CC[C@H]3[C@@H]4CC[C@H]([C@@H](CCC)C)[C@]4([C@H](C[C@@H]3[C@]2(CC1)C)O)C 3a,12a-dihydroxy-5β-cholan